5-(2-chloro-4-methylbenzyl)-3-[6-(3-cyclopropyl-2-fluorophenoxy)-3-methyl-1,2,4-triazin-5-yl]-5,6-dihydro-4H-1,2,4-oxadiazine ClC1=C(CC2NC(=NOC2)C=2N=C(N=NC2OC2=C(C(=CC=C2)C2CC2)F)C)C=CC(=C1)C